3,4-dimethoxybenzene-1-sulfonamide COC=1C=C(C=CC1OC)S(=O)(=O)N